C(#N)C=1C=NC(=NC1)NC(C(=O)O)CCN(CCCCC1=NC=2NCCCC2C=C1)CCOC1=CC=C(C=C1)F 2-((5-cyanopyrimidin-2-yl)amino)-4-((2-(4-fluorophenoxy)ethyl)(4-(5,6,7,8-tetrahydro-1,8-naphthyridin-2-yl)butyl)amino)butanoic acid